8-(5-(2-cyclohexyl-2-propoxycarbonyl)naphthyl)-tetracyclo[4.4.0.12,5.17,10]-3-dodecene C1(CCCCC1)C(C)(C)OC(=O)C1=C2C=CC=C(C2=CC=C1)C1C2C3C4C=CC(C3C(C1)C2)C4